CC1=C(C=C(C=C1)C=1C(=NC=CC1C(F)(F)F)C(=O)N)C1=CC2=C(N=C(N=C2)NC=2SC=CN2)N2C1=NCC2 (4-methyl-3-(2-(thiazol-2-ylamino)-8,9-dihydroimidazo[1',2':1,6]pyrido[2,3-d]pyrimidin-6-yl)phenyl)-4-(trifluoromethyl)picolinamide